(2S)-2-(9-tert-butoxycarbonyl-1-oxo-2,9-diazaspiro[5.5]undec-2-yl)-3-methyl-butyric acid C(C)(C)(C)OC(=O)N1CCC2(CCCN(C2=O)[C@H](C(=O)O)C(C)C)CC1